CC1=C(N=CS1)C(=O)N 5-methylthiazole-4-carboxamide